OC(C1CN(CCO1)C(=O)OC(C)(C)C)C=1SC=CC1 tert-butyl 2-(hydroxy(thiophen-2-yl)methyl)morpholine-4-carboxylate